lithium 2-aminophenoxide NC1=C([O-])C=CC=C1.[Li+]